C1(CC1)C1=C(C(=NO1)C1=C(C=CC=C1Cl)Cl)CO[C@@H]1[C@H]2[C@@H](N([C@@H](C1)C2)C=2C=CC(=NC2)C(=O)O)C 5-[(1R,3S,4R,5S)-5-{[5-cyclopropyl-3-(2,6-dichlorophenyl)-1,2-oxazol-4-yl]methoxy}-3-methyl-2-azabicyclo[2.2.1]heptan-2-yl]pyridine-2-carboxylic acid